CN1C=NC=C1C1=NC2=CC=CC=C2C(=C1)C1=NC2=C(N1C=1C=C3CCC(NC3=CC1)=O)C=CC(=C2)C(=O)NCCCCCCCCCCNC(OC(C)(C)C)=O tert-Butyl (10-(2-(2-(1-methyl-1H-imidazol-5-yl)quinolin-4-yl)-1-(2-oxo-1,2,3,4-tetrahydroquinolin-6-yl)-1H-benzo[d]imidazole-5-carboxamido)decyl)carbamate